2,4-dimethyl-N-((6-methyl-4-(methylthio)-2-oxo-1,2-dihydropyridin-3-yl)methyl)benzo[d][1,3]dioxazole-5-carboxamide CN1OC2=C(O1)C=CC(=C2C)C(=O)NCC=2C(NC(=CC2SC)C)=O